(S)-N-(1-(4-(N-bicyclo[1.1.1]pent-1-ylsulfamoyl)phenylamino)-1-oxo-3-phenylprop-2-yl)nicotinamide C12(CC(C1)C2)NS(=O)(=O)C2=CC=C(C=C2)NC([C@H](CC2=CC=CC=C2)NC(C2=CN=CC=C2)=O)=O